β-naphthamidine C1=C(C=CC2=CC=CC=C12)C(=N)N